BrC=1C=C(SC1)C(=O)NC=1C=C(C(=O)OC)C=C(C1)F methyl 3-(4-bromothiophene-2-amido)-5-fluorobenzoate